(R)-(3-(1-((7-([1,4'-bipiperidin]-4-yloxy)-6-(2-methoxyethoxy)-Benzyl 2-methylquinazolin-4-yl)amino)ethyl)-5-(trifluoromethyl)phenyl)carbamate N1(CCC(CC1)OC1=CC(=C2C(=NC(=NC2=C1)C)N[C@H](C)C=1C=C(C=C(C1)C(F)(F)F)NC([O-])=O)CC1=CC=CC=C1OCCOC)C1CCNCC1